N-[1-(cyclobutylmethyl)-1H-pyrazol-4-yl]-6-isothiazol-4-ylpyridine-2-carboxamide C1(CCC1)CN1N=CC(=C1)NC(=O)C1=NC(=CC=C1)C=1C=NSC1